(S)-6-fluoro-3-((3-fluoro-2-methylbenzyl)amino)-5-(1-(2-fluorophenyl)ethyl)-4H-benzo[e][1,2,4]thiadiazine 1,1-dioxide FC=1C=CC2=C(NC(=NS2(=O)=O)NCC2=C(C(=CC=C2)F)C)C1[C@@H](C)C1=C(C=CC=C1)F